FS(C1=CC=C(C=C1)O)(F)(F)(F)F 4-(pentafluorosulfanyl)phenol